N-(1-cyclopropyl-1H-pyrazol-3-yl)-5-(5-(4,4-difluoropiperidine-1-carbonyl)-1H-pyrrolo[2,3-b]pyridin-1-yl)nicotinamide ethyl-(2S)-2-oxiranylacetate C(C)OC(C[C@@H]1OC1)=O.C1(CC1)N1N=C(C=C1)NC(C1=CN=CC(=C1)N1C=CC=2C1=NC=C(C2)C(=O)N2CCC(CC2)(F)F)=O